(benzylamino)-2-(2-furyl)pyrazolo[1,5-a]pyrimidine-3-carbaldehyde C(C1=CC=CC=C1)NC1=NC=2N(C=C1)N=C(C2C=O)C=2OC=CC2